1-ethyl-3-(4-fluorophenyl)-N-(3-fluoro-4-((5,6-dimethylpyrazolo[1,5-a]pyrimidine-7-yl)oxy)phenyl)-2,4-dioxo-1,2,3,4-tetrahydropyrimidine-5-carboxamide C(C)N1C(N(C(C(=C1)C(=O)NC1=CC(=C(C=C1)OC1=C(C(=NC=2N1N=CC2)C)C)F)=O)C2=CC=C(C=C2)F)=O